NAPhTHALENEACETIC ACID C1=CC=C2C(=C1)C=CC=C2CC(=O)O